tert-butyl 2-oxo-6-oxa-3-azabicyclo[3.1.0]hexane-3-carboxylate O=C1C2OC2CN1C(=O)OC(C)(C)C